ClC=1C=C(C=CC1)N(C(OC(C)(C)C)=O)CCO tert-butyl (3-chlorophenyl)(2-hydroxyethyl)carbamate